2,6-bis-(4'-azidobenzylidene)-4-methylcyclohexane N(=[N+]=[N-])C1=CC=C(C=C2CC(CC(C2)C)=CC2=CC=C(C=C2)N=[N+]=[N-])C=C1